5,7-dichlorobenzo[b]thiophene ClC1=CC2=C(SC=C2)C(=C1)Cl